(S)-2-(6-chloro-2-((S)-3,3,3-trifluoro-2-hydroxy-2-methylpropionyl)isoindoline-4-yl)pyrrolidine-1-carboxylate ClC1=CC(=C2CN(CC2=C1)C([C@](C(F)(F)F)(C)O)=O)[C@H]1N(CCC1)C(=O)[O-]